N5-cyclopropyl-1-(4-methoxybenzyl)-N3-methyl-2-oxo-1,2-dihydropyridine-3,5-dicarboxamide C1(CC1)NC(=O)C=1C=C(C(N(C1)CC1=CC=C(C=C1)OC)=O)C(=O)NC